tert-Butyl 2-[[(2S)-2-(ethylamino)-3-(p-tolyl)propanoyl]-methyl-amino]acetate C(C)N[C@H](C(=O)N(CC(=O)OC(C)(C)C)C)CC1=CC=C(C=C1)C